2,5-dichloro-N-(4-fluorobenzyl)pyrimidin-4-amine ClC1=NC=C(C(=N1)NCC1=CC=C(C=C1)F)Cl